cis-N1-methyl-N3-(5-(1-methyl-1H-benzo[d][1,2,3]triazol-6-yl)pyrrolo[2,1-f][1,2,4]triazin-2-yl)cyclobutane-1,3-diamine CN[C@@H]1C[C@@H](C1)NC1=NN2C(C=N1)=C(C=C2)C=2C=CC1=C(N(N=N1)C)C2